6-chloro-o-aminobenzaldehyde ClC1=CC=CC(=C1C=O)N